COCC1=C2C=CC(=NC2=CC(=C1)NC(OC(C)(C)C)=O)[C@@H]1[C@H](C1)C1=NC=CC(=N1)C |r| rac-tert-butyl (5-(methoxymethyl)-2-((1S*,2S*)-2-(4-methylpyrimidin-2-yl)cyclopropyl)quinolin-7-yl)carbamate